2-bromo-6-(methylsulfonyl)pyridin-4-amine BrC1=NC(=CC(=C1)N)S(=O)(=O)C